C(C)OC(/C(=C/[C@H](C(C)C)N(C([C@H](C(C)(C)C)NC(C(C(C)(C)C1=CC=C(C(=O)O)C=C1)NC)=O)=O)C)/C)=O 4-(4-(((S)-1-(((S,E)-6-ethoxy-2,5-dimethyl-6-oxohex-4-en-3-yl)(methyl)amino)-3,3-dimethyl-1-oxobutan-2-yl)amino)-2-methyl-3-(methylamino)-4-oxobutan-2-yl)benzoic acid